OC(=O)C1=C(C=CC=C1)N1C(=O)C2C3C=CC(C2C1=O)C3 N-(hydroxycarbonylphenyl)bicyclo[2.2.1]Hept-5-ene-2,3-dicarboximide